rel-(3aS,6aR)-2-methyl-3aH,4H,5H,6H,6aH-cyclopenta[d][1,3]oxazole CC=1O[C@H]2[C@@H](N1)CCC2 |o1:3,4|